N-(4-bromophenyl)-4-(1-(tert-butyl)-1H-tetrazol-5-yl)-4H-benzo[d][1,3]oxazin-2-amine BrC1=CC=C(C=C1)NC=1OC(C2=C(N1)C=CC=C2)C2=NN=NN2C(C)(C)C